6-chloro-N-cyclopropyl-5-(4-((3-ethyl-2-oxo-1,2,3,4-tetrahydroquinazolin-7-yl)methyl)piperazin-1-yl)picolinamide ClC1=C(C=CC(=N1)C(=O)NC1CC1)N1CCN(CC1)CC1=CC=C2CN(C(NC2=C1)=O)CC